3,4-dimethyl-8-[(3S)-3-[(2-methyl-4-pyridinyl)oxy]pyrrolidin-1-yl]pyrimido[4',5':4,5]thieno[2,3-c]pyridazine CC1=C(C2=C(N=N1)SC1=C2N=CN=C1N1C[C@H](CC1)OC1=CC(=NC=C1)C)C